N-(3-(6-(3-(3-Methoxyazetidin-1-yl)propoxy)benzo[b]thiophene-2-carboxamido)-4-methylphenyl)-2,3-dihydrobenzo[b][1,4]dioxine-6-carboxamide COC1CN(C1)CCCOC=1C=CC2=C(SC(=C2)C(=O)NC=2C=C(C=CC2C)NC(=O)C2=CC3=C(OCCO3)C=C2)C1